tert-Butyl 4-(4-(2-(2-mercaptoacetamido)ethyl)phenyl)piperazine-1-carboxylate SCC(=O)NCCC1=CC=C(C=C1)N1CCN(CC1)C(=O)OC(C)(C)C